asparagine N[C@@H](CC(N)=O)C(=O)O